Tert-butyl 2-[[5-tert-butoxycarbonyl-2-[[2-[4-[6-[(4-cyano-2-fluoro-phenyl)methoxy]-2-pyridyl]-2-fluoro-phenyl]acetyl]amino]anilino]methyl]azetidine-1-carboxylate C(C)(C)(C)OC(=O)C=1C=CC(=C(NCC2N(CC2)C(=O)OC(C)(C)C)C1)NC(CC1=C(C=C(C=C1)C1=NC(=CC=C1)OCC1=C(C=C(C=C1)C#N)F)F)=O